FC(CN1N=C2C(N(C(N(C2)C2CCN(CC2)C2=C(C=CC=C2C)F)=O)CC2=NC=CC=C2C(F)(F)F)=C1)(C)F 2-(2,2-Difluoro-propyl)-6-[1-(2-fluoro-6-methyl-phenyl)-piperidin-4-yl]-4-(3-trifluoromethyl-pyridin-2-ylmethyl)-2,4,6,7-tetrahydro-pyrazolo[4,3-d]pyrimidin-5-on